C(C1=CC=CC=C1)[C@@H]1N(C(OC1)=O)C(=O)[C@@H]1CN(CC12CNC2)CC2=CC=CC=C2 (S)-4-benzyl-3-((S)-6-benzyl-2,6-diazaspiro[3.4]octane-8-carbonyl)oxazolidin-2-one